N-[(S)-[7-[(R)-Cyclopropyl-(7-oxo-6,8-diazaspiro[2.5]octan-6-yl)methyl]imidazo[1,2-b]pyridazin-2-yl]-(4,4-difluorocyclohexyl)methyl]-4-methyl-1,2,5-oxadiazole-3-carboxamide C1(CC1)[C@H](C1=CC=2N(N=C1)C=C(N2)[C@@H](NC(=O)C2=NON=C2C)C2CCC(CC2)(F)F)N2CCC1(CC1)NC2=O